BrC1=CC=C(CN2N=NC(=C2)C2=CC=CC=C2)C=C1 1-(4-bromobenzyl)-4-phenyl-1,2,3-triazole